1-(4-acetyl-2-methylmorpholine-3-carbonyl)-4-fluoro-N-{phenyl[4-(propan-2-yl)phenyl]methyl}pyrrolidine-2-carboxamide C(C)(=O)N1C(C(OCC1)C)C(=O)N1C(CC(C1)F)C(=O)NC(C1=CC=C(C=C1)C(C)C)C1=CC=CC=C1